2-Chloro-4-((3-(2-(1-hydroxycyclobutyl)ethyl)-1-methyl-2-oxo-2,3-dihydro-1H-benzo[d]imidazol-5-yl)amino)nicotinonitril ClC1=C(C#N)C(=CC=N1)NC1=CC2=C(N(C(N2CCC2(CCC2)O)=O)C)C=C1